FC=1C=2C3=C(C(NC3=CC1)=O)C=C(C2)CN2C[C@H](CCC2)C (S)-6-fluoro-4-((3-methylpiperidin-1-yl)methyl)benzo[cd]Indole-2(1H)-one